2-bromo-3,3-dimethyl-1-(pyridin-2-yl)butan-1-one BrC(C(=O)C1=NC=CC=C1)C(C)(C)C